BrC1=[N+](C=C(C(=C1)[N+](=O)[O-])OC)[O-] 2-Bromo-5-methoxy-4-nitropyridine-1-oxide